C(C)(C)(C)OC(=O)N1C[C@H](CC1)CC(C)=O (3R)-3-(2-oxopropyl)pyrrolidine-1-carboxylic acid tert-butyl ester